6-(5,6-difluoro-4-(hexahydropyrazino[2,1-c][1,4]oxazin-8(1H)-yl)-8-(methylamino)-9H-pyrido[2,3-b]indol-3-yl)-1-methyl-4-oxo-1,4-dihydro-1,8-naphthyridine-3-carboxylic acid FC1=C2C3=C(NC2=C(C=C1F)NC)N=CC(=C3N3CC1COCCN1CC3)C=3C=C1C(C(=CN(C1=NC3)C)C(=O)O)=O